2-chloro-6-(1-hydroxy-2-methylpropan-2-yl)-3-(3-methoxypropoxy)-10-oxo-6,10-dihydro-5H-pyrido[1,2-H][1,7]Naphthyridine-9-carboxylic acid ClC1=NC=2C=3N(C(CC2C=C1OCCCOC)C(CO)(C)C)C=C(C(C3)=O)C(=O)O